(2R,3S)-2-methyl-3-((triethylsilyl)oxy)pentanoic acid C[C@@H](C(=O)O)[C@H](CC)O[Si](CC)(CC)CC